6-(2-chloro-3-fluorophenyl)-2-[(4-{[2-(dimethylamino)ethyl](methyl)amino}phenyl)amino]-5-ethynyl-8-methylpyrido[2,3-d]pyrimidin-7-one ClC1=C(C=CC=C1F)C1=C(C2=C(N=C(N=C2)NC2=CC=C(C=C2)N(C)CCN(C)C)N(C1=O)C)C#C